4-[3-[3-Fluoro-4-(2-piperazin-1-ylethoxy)phenyl]-4,4-dimethyl-5-oxo-2-thioxo-imidazolidin-1-yl]-2-(trifluoromethyl)benzonitrile FC=1C=C(C=CC1OCCN1CCNCC1)N1C(N(C(C1(C)C)=O)C1=CC(=C(C#N)C=C1)C(F)(F)F)=S